benzoic acid myristyl ester C(CCCCCCCCCCCCC)OC(C1=CC=CC=C1)=O